N-(2-((R)-4-Cyanothiazolidin-3-yl)-2-oxoethyl)-6-((S)-7-methyl-1,4-oxazepan-4-yl)quinoline-4-carboxamide C(#N)[C@H]1N(CSC1)C(CNC(=O)C1=CC=NC2=CC=C(C=C12)N1CCO[C@H](CC1)C)=O